ClC1=CC(=C(CNC2=C(NC=C2)C(=O)OCC)C=C1)[N+](=O)[O-] Ethyl 3-((4-chloro-2-nitrobenzyl) amino)-1H-pyrrole-2-carboxylate